CNC([C@@H](COC(F)(F)F)OC1=CC=C2C(=CC(OC2=C1)=O)C1=C(C=CC=C1)C)=O |r| racemic-N-methyl-2-((2-oxo-4-(o-tolyl)-2H-chromen-7-yl)oxy)-3-(trifluoromethoxy)propanamide